2-Isobutyl-8-(2-((methyl(2-(methylamino)ethyl)amino)methyl)-5,6-dihydro-4H-pyrrolo[1,2-b]pyrazol-3-yl)-2-azaspiro[4.5]decan-1-one C(C(C)C)N1C(C2(CC1)CCC(CC2)C2=C1N(N=C2CN(CCNC)C)CCC1)=O